8-chloro-3-(3-hydroxy-3-(trifluoromethyl)pyrrolidine-1-carbonyl)-N-(3-methyloxetane-3-yl)-N-((2-(trimethylsilyl)ethoxy)methyl)imidazo[1,5-a]pyridine-6-sulfonamide ClC=1C=2N(C=C(C1)S(=O)(=O)N(COCC[Si](C)(C)C)C1(COC1)C)C(=NC2)C(=O)N2CC(CC2)(C(F)(F)F)O